N-methyl-2-((1-(1-oxo-1,2-dihydroisoquinolin-4-yl)ethyl)amino)acetamide CNC(CNC(C)C1=CNC(C2=CC=CC=C12)=O)=O